C1=CC(=C(C(=C1)F)N)N 2,3-diaminofluorobenzene